OC1(CC(C1)C(=O)N1CC2(C1)CCC(CC2)C2=NC(=CC=C2)OC)C ((1s,3s)-3-hydroxy-3-methylcyclobutyl)(7-(6-methoxypyridin-2-yl)-2-azaspiro[3.5]non-2-yl)methanone